(5-bromo-2-(cyclopentyloxy)phenyl)methanol BrC=1C=CC(=C(C1)CO)OC1CCCC1